NCCOCCOCC(COCCOCCN)(COCCOCCN)COCCOCCN 8,8-bis({[2-(2-aminoethoxy)ethoxy]methyl})-3,6,10,13-tetraoxapentadecane-1,15-diamine